C(CCCCCCCCCCCCC)(=O)NCCS(=O)(=O)O N-Myristoyl-taurine